ClC1=CC(=NC=C1)N1C=C(C2=C1N=CN=C2N2[C@H](CN(CC2)C(=O)OC(C)(C)C)C)N(CC)CC tert-butyl (S)-4-(7-(4-chloropyridin-2-yl)-5-(diethylamino)-7H-pyrrolo[2,3-d]pyrimidin-4-yl)-3-methylpiperazine-1-carboxylate